C(CCCCCCCCCCC)SCC1=C(C(=CC(=C1)CCCCCCCCC)CSCCCCCCCCCCCC)O 2,6-didodecylthiomethyl-4-nonylphenol